ClC=1C=C(C=CC1)NC=1N(C2=NC(=NC=C2N1)NC1(CCOCC1)C)C1CCC(CC1)CN1CCCCC1 N8-(3-chlorophenyl)-N2-(4-methyltetrahydro-2H-pyran-4-yl)-9-((1s,4s)-4-(piperidin-1-ylmethyl)cyclohexyl)-9H-purine-2,8-diamine